NC1=C(C2=C(S1)C(C(CC2)(CC2CC2)CCC#N)=O)C(=O)NC2CC2 2-Amino-6-(2-cyanoethyl)-N-cyclopropyl-6-(cyclopropylmethyl)-7-oxo-4,5,6,7-tetrahydrobenzo[b]thiophene-3-carboxamide